1,1,3-tris(hydroxy-phenyl)propane OC1=C(C=CC=C1)C(CCC1=C(C=CC=C1)O)C1=C(C=CC=C1)O